2-hydroxy-4-(2-hydroxy-3-decyloxy-propoxy)benzophenone OC1=C(C(=O)C2=CC=CC=C2)C=CC(=C1)OCC(COCCCCCCCCCC)O